2-[4-[6-[5-[3-(methoxymethyl)phenyl]-1H-imidazol-4-yl]-1,5-naphthyridin-3-yl]pyrazol-1-yl]-N-methyl-ethanamine COCC=1C=C(C=CC1)C1=C(N=CN1)C=1N=C2C=C(C=NC2=CC1)C=1C=NN(C1)CCNC